2-iodothieno[3,2-b]pyridine-3-carbonitrile IC1=C(C2=NC=CC=C2S1)C#N